C(=O)(O)CCCC=1N([C@H]2[C@H](S)[C@H](O)[C@@H](CO)O2)C=2N=C(NC(C2N1)=O)N 8-Carboxypropyl-thioguanosine